(2R)-2-methyl-3-tetrahydropyran-2-yloxy-propan-1-ol C[C@H](CO)COC1OCCCC1